COC1=C(C=C(C=C1)C=CC(=O)C2=C(C=C(C=C2OCCN3CCC(CC3)O)OC)OC)OC 2'-[2-(4-Hydroxypiperidinyl)ethoxy]-3,4,4',6'-tetramethoxychalcone